(4R)-4-((4-(tert-butoxycarbonyl)-5-oxo-4-azaspiro[2.4]hept-6-yl)(hydroxy)methyl)-2,2-dimethyloxazolidine-3-carboxylic acid tert-butyl ester C(C)(C)(C)OC(=O)N1C(OC[C@@H]1C(O)C1C(N(C2(CC2)C1)C(=O)OC(C)(C)C)=O)(C)C